α-docosene C=CCCCCCCCCCCCCCCCCCCCC